2-[3-(7-chloro-1H-indol-4-yl)-2-(2,6-diethylphenyl)-6,7-dihydro-4H-pyrazolo[4,3-c]Pyridin-5-yl]Pyrimidine-5-carboxylic acid ClC=1C=CC(=C2C=CNC12)C=1N(N=C2C1CN(CC2)C2=NC=C(C=N2)C(=O)O)C2=C(C=CC=C2CC)CC